FC(C(=O)O)(F)F.C1(CC1)N1C(N(C=2C(C1=O)=C(N(C(C2C)=O)C)NC2=C(C=C(C=C2)I)F)C=2C=C(C=CC2)CCCNNS(=O)=O)=O N-(3-(3-Cyclopropyl-5-((2-fluoro-4-iodophenyl)amino)-6,8-dimethyl-2,4,7-trioxo-3,4,6,7-tetrahydropyrido[4,3-d]pyrimidin-1(2H)-yl)phenyl)propylaminosulfonamide 2,2,2-trifluoroacetate